ClC=1C(=C(C=CC1)C1(CNC(C2=CC=C(C(=C12)F)NC1CN(C1)C(=O)OC1=C(C(=C(C(=C1F)F)F)F)F)=O)C)F pentafluorophenyl 3-{[4-(3-chloro-2-fluorophenyl)-5-fluoro-4-methyl-1-oxo-1,2,3,4-tetrahydroisoquinolin-6-yl]amino}azetidine-1-carboxylate